ClC=1C=CC2=C([C@@H]3N(C=C[C@H]2C3)C(=O)OCC3=CC=CC=C3)C1 Benzyl (1R,5R)-8-chloro-1,5-dihydro-2H-1,5-methanobenzo[c]azepine-2-carboxylate